1-(7-(2-(4-(4-(4-((5-Hydroxy-2-(4-hydroxyphenyl)-3-methyl-1H-indol-1-yl)-methyl)phenoxy)butyl)piperazin-1-yl)-2-oxoethoxy)-1-methyl-1H-indazol-3-yl)dihydro-pyrimidine-2,4(1H,3H)-dione OC=1C=C2C(=C(N(C2=CC1)CC1=CC=C(OCCCCN2CCN(CC2)C(COC=2C=CC=C3C(=NN(C23)C)N2C(NC(CC2)=O)=O)=O)C=C1)C1=CC=C(C=C1)O)C